ClC1=C2C(=NC=C1C=1C=C3[C@](C(NC3=CC1)=O)(O)C1CC1)NCC21CC1 |r| (RS)-5-(4'-chloro-1',2'-dihydrospiro[cyclopropane-1,3'-pyrrolo[2,3-b]pyridin]-5'-yl)-3-cyclopropyl-3-hydroxyindolin-2-one